C(#N)C=1C=C(C(=O)NC2=CC(=CC=C2)C=2C(=CC3=C(N=C4N3CCC4)C2)C(F)(F)F)C=CC1NC(\C=C\CNC1CC(C1)OC)=O 3-cyano-4-((E)-4-(((1r,3r)-3-methoxycyclobutyl)amino)but-2-enamido)-N-(3-(7-(trifluoromethyl)-2,3-dihydro-1H-benzo[d]pyrrolo[1,2-a]imidazol-6-yl)phenyl)benzamide